2-methoxyethanol scandium [Sc].COCCO